NC1=NN2C(N=CC(=C2)CC#N)=C1C(=O)OCC=C allyl 2-amino-6-(cyanomethyl)-pyrazolo[1,5-a]pyrimidine-3-carboxylate